2-chloro-4-methyl-5,6,7,8-tetrahydro-quinoline-3-carbonitrile ClC1=NC=2CCCCC2C(=C1C#N)C